CC1=C(OC2=C(C1=O)C=C(C=C2[C@@H](C)NC2=C(C=CC=C2)C=2N=NN(C2)C)C)C2=CC=CC=C2 3,6-dimethyl-8-[(1R)-1-[2-(1-methyltriazol-4-yl)anilino]ethyl]-2-phenyl-benzopyran-4-one